4-methyl-5-[3-methyl-7-[[5-(trifluoromethyl)-2-pyridyl]amino]imidazo[4,5-b]pyridin-5-yl]oxy-pyridine-2-carbonitrile CC1=CC(=NC=C1OC1=CC(=C2C(=N1)N(C=N2)C)NC2=NC=C(C=C2)C(F)(F)F)C#N